ClC1=CC=NC2=CC=C(C=C12)C1=C(C=C(C=C1)C(=O)N1CC2(C1)CCOCC2)F (4-(4-chloroquinolin-6-yl)-3-fluorophenyl)(7-oxa-2-azaspiro[3.5]nonan-2-yl)methanone